4-(3-bromo-4-(3-(4-(1-methyl-4-(trifluoromethyl)-1H-imidazol-2-yl)phenyl)-1,2,4-oxadiazol-5-yl)phenyl)morpholine BrC=1C=C(C=CC1C1=NC(=NO1)C1=CC=C(C=C1)C=1N(C=C(N1)C(F)(F)F)C)N1CCOCC1